C1(CC=CCC1)CCC(=O)O 3-(cyclohex-3-en-1-yl)propionic acid